2,2-bis(4-cyanooxyphenyl)propane dicarboxy-4,4'-biphenyldicarboxylate C(=O)(O)OC(=O)C1=CC=C(C=C1)C1=CC=C(C=C1)C(=O)OC(=O)O.C(#N)OC1=CC=C(C=C1)C(C)(C)C1=CC=C(C=C1)OC#N